1-[3,5-dichloro-2-(2-hydroxyethyl)phenyl]-3-(2,6-dichloropyridin-4-yl)urea ClC=1C(=C(C=C(C1)Cl)NC(=O)NC1=CC(=NC(=C1)Cl)Cl)CCO